FC1=CC=C(C=C1)C1=C2C(=NC(=NC2=CC=C1)N)N (4-fluorophenyl)quinazoline-2,4-diamine